C(C1=CC=CC=C1)C1(CCN(CC1)C(=O)C=1C(=NC=CC1)C1=CC=NC=C1)O (4-benzyl-4-hydroxypiperidin-1-yl)-(2-pyridin-4-ylpyridin-3-yl)methanone